pteroyl-lysine C(C1=CC=C(NCC2=CN=C3N=C(N)NC(=O)C3=N2)C=C1)(=O)N[C@@H](CCCCN)C(=O)O